methylcyclopentyl-cyclohexyl-benzene CC=1C(=C(C=CC1)C1CCCCC1)C1CCCC1